C(=O)(O)C=1C=C(C=CC1C(=O)O)S(=O)(=O)C1=CC(=C(C=C1)C(=O)O)C(=O)O bis-(3,4-dicarboxyphenyl) sulfone